3-isopropyl-N-(2-(2-((1-(2-methoxyethyl)-1H-pyrazol-4-yl)amino)pyrimidin-4-yl)-6,7,8,9-tetrahydro-5H-benzo[7]annulen-5-yl)pyrrolidine-1-carboxamide C(C)(C)C1CN(CC1)C(=O)NC1CCCCC2=C1C=CC(=C2)C2=NC(=NC=C2)NC=2C=NN(C2)CCOC